C(C#C)N(C(=O)[C@@H]1N2C([C@H]([C@H]2SC1(C)C)NC(OC(C)(C)C)=O)=O)CC#C tert-butyl ((2S,5R,6R)-2-(di(prop-2-yn-1-yl)carbamoyl)-3,3-dimethyl-7-oxo-4-thia-1-azabicyclo[3.2.0]heptan-6-yl)carbamate